6-bromo-N-[5-fluoro-2-methoxy-6-(oxetan-3-yl)-3-pyridinyl]pyrazolo[1,5-a]pyridine-3-sulfonamide BrC=1C=CC=2N(C1)N=CC2S(=O)(=O)NC=2C(=NC(=C(C2)F)C2COC2)OC